ClC=1C=C2C(=CN1)NC(=C2C)C2=CC(=C(C=C2)OC)OC 5-chloro-2-(3,4-dimethoxyphenyl)-3-methyl-1H-pyrrolo[2,3-c]Pyridine